FC12CC(C1)(C2)N2C(N(C(C2)C#N)C2=CN=CC1=CC=CC=C21)=O 1-(3-Fluorobicyclo[1.1.1]pent-1-yl)-3-(isoquinolin-4-yl)-2-oxoimidazoline-4-carbonitrile